C[C@@H]1[C@H]([C@@H](C[C@@H](O1)O[C@@H]2[C@H](OC3(C[C@H]2O)O[C@@H]4[C@H](O[C@H](C[C@]4(O3)C)O[C@@H]5[C@H]([C@@H](O[C@@H]([C@@H]5OC)C)O[C@@H]6[C@H](O[C@H]([C@H]([C@H]6O)OC)O[C@H]7[C@@H]([C@H]8[C@H](CO7)O[C@@]9(O8)[C@H]1[C@H]([C@@]([C@H](O9)C)(C(=O)C)O)OCO1)OC(=O)C(C)C)COC)O)C)C)O)OC(=O)C1=C(C(=C(C(=C1OC)Cl)O)Cl)C The molecule is an oligosaccharide derivative that is produced by Streptomyces viridochromogenes and exhibits antibiotic properties. It has a role as a bacterial metabolite and an antimicrobial agent. It is an ortho ester, an oxaspiro compound, a cyclic acetal, a benzoate ester, an oligosaccharide derivative, a dichlorobenzene, a member of phenols and a tertiary alpha-hydroxy ketone.